FC1CC(CN=C1C1=CC=C(C=C1)F)C 5-Fluoro-6-(4-Fluorophenyl)-3-methyl-2,3,4,5-tetrahydropyridine